(R)-4-(2-(1H-benzo[d]imidazol-1-yl)-7-(pyridin-4-ylsulfonyl)thieno[3,2-d]pyrimidin-4-yl)-3-methylmorpholine N1(C=NC2=C1C=CC=C2)C=2N=C(C1=C(N2)C(=CS1)S(=O)(=O)C1=CC=NC=C1)N1[C@@H](COCC1)C